C1(=CC=C(C=C1)S(=O)(=O)N1C=CC=2C(=CC=CC12)N)C 1-(p-tolylsulfonyl)indol-4-amine